BrC1=NN(C(=C1)C(=O)N(C)C1=C(C=C(C=C1C(=O)N(C)C)Cl)Br)C1=NC=CC=C1Cl 3-bromo-1-(3-chloropyridin-2-yl)-N-(2-bromo-4-chloro-6-(dimethylaminocarbonyl)phenyl)-N-methyl-1H-pyrazole-5-carboxamide